CC[C@H]1C[C@H](C(=O)/C=C/C(=C/[C@@H]([C@H](OC(=O)C[C@H]([C@@H]([C@H]1O)C)O)CC)C)/C)C The molecule is a 16-membererd macrolide that is the aglycone of the antibiotic 5-O-beta-D-mycaminosyltylactone. It has a role as a metabolite. It is a macrolide, an enone and a diol.